FC=1C=CC(=C(C(=O)N(C)C(C)C)C1)N1C=C(C=2C1=CN=CC2)[C@@H]2CC[C@H](CC2)N2CCOCC2 5-fluoro-N-isopropyl-N-methyl-2-(3-(trans-4-morpholinocyclohexyl)-1H-pyrrolo[2,3-c]pyridin-1-yl)benzamide